N-(2-methylbutan-2-yl)-2-(pyridin-4-yl)pyrido[3,4-d]pyrimidin-4-amine CC(C)(CC)NC=1C2=C(N=C(N1)C1=CC=NC=C1)C=NC=C2